dimethyl-(2-methacryloyloxyethyl)(3-phosphonatopropyl)aminium C[N+](CCCP(=O)([O-])[O-])(CCOC(C(=C)C)=O)C